ethyl-(hydroxyphenyl)dipentyloxysilane C(C)[Si](OCCCCC)(OCCCCC)C1=C(C=CC=C1)O